C1(CCCCC1)C[C@H](C(=O)N1CC2(CCCC2)C(CC1)(O)CN1C(C=C(C(=C1)C1=CC=CC=C1)N=S(=O)(C)C)=O)C 1-((7-((R)-3-Cyclohexyl-2-methylpropanoyl)-10-hydroxy-7-azaspiro[4.5]decan-10-yl)methyl)-4-((dimethyl(oxo)-λ6-sulfaneylidene)amino)-5-phenylpyridin-2(1H)-one